C(CCCCC)C(C(=O)OCCCCCCN(CCCCCC(O[Si](OCC(CCCCCCCC)CCCCCC)(C)C)OCCCCCCCC)CCCCO)CCCCCCCC 18-hexyl-7-(4-hydroxybutyl)-15,15-dimethyl-13-(octyloxy)-14,16-dioxa-7-aza-15-silahexacosyl 2-hexyldecanoate